C\C=C\CCCCC trans-oct-2-ene